methyl (R)-3-((2-(benzyloxy)-2-oxoethyl)amino)-2-(((benzyloxy)carbonyl)amino)propanoate C(C1=CC=CC=C1)OC(CNC[C@H](C(=O)OC)NC(=O)OCC1=CC=CC=C1)=O